1-((1S,4S)-4-(isopropylamino)cyclohexyl)-5-(8-methoxy-[1,2,4]triazolo[1,5-a]pyridin-6-yl)-6-methyl-1,3-dihydro-2H-benzo[d]imidazol-2-one C(C)(C)NC1CCC(CC1)N1C(NC2=C1C=C(C(=C2)C=2C=C(C=1N(C2)N=CN1)OC)C)=O